3,5-dicarboxylpyridine C(=O)(O)C=1C=NC=C(C1)C(=O)O